N1C(=NC2=C1C=CC=C2)CN 1-(1H-benzimidazol-2-yl)methylamine